O[C@@H](C)C1=CC(=NC(=N1)C1=CC(=C(C=C1)OC)OCCC)[C@H]1CB(OC1)O (R)-4-(6-((S)-1-hydroxyethyl)-2-(4-methoxy-3-propoxyphenyl)pyrimidin-4-yl)-1,2-oxaborolan-2-ol